C1(CC1)C1=CC2=C(C=C(O2)C(=O)NS(=O)(=O)C2=C(C=CC(=C2)C2CC2)OC)C(=C1)F 6-Cyclopropyl-N-[(5-cyclopropyl-2-methoxyphenyl)sulfonyl]-4-fluorobenzofuran-2-carboxamide